The molecule is a long-chain fatty acyl-CoA(4-) oxanion arising from deprotonation of the phosphate and diphosphate OH groups of 12-methyltridecanoyl-CoA; major species at pH 7.3 It is a long-chain fatty acyl-CoA(4-) and a methyl-branched fatty acyl-CoA. It is a conjugate base of an isomyristoyl-CoA. CC(C)CCCCCCCCCCC(=O)SCCNC(=O)CCNC(=O)[C@@H](C(C)(C)COP(=O)([O-])OP(=O)([O-])OC[C@@H]1[C@H]([C@H]([C@@H](O1)N2C=NC3=C(N=CN=C32)N)O)OP(=O)([O-])[O-])O